C(C)(C)C=1C(=NNC1C=1C=C(C=2N(C1)N=CN2)OC)C2=CC=C(C=C2)[C@H](C)N(C(CC)=O)C N-((S)-1-(4-(4-isopropyl-5-(8-methoxy-[1,2,4]triazolo[1,5-a]pyridin-6-yl)-1H-pyrazol-3-yl)phenyl)ethyl)-N-methylpropanamide